3-(1-oxo-4-((4-((((1R,2S,4R)-1,7,7-trimethylbicyclo[2.2.1]heptan-2-yl)amino)methyl)benzyl)amino)isoindolin-2-yl)piperidine-2,6-dione O=C1N(CC2=C(C=CC=C12)NCC1=CC=C(C=C1)CN[C@@H]1[C@@]2(CC[C@H](C1)C2(C)C)C)C2C(NC(CC2)=O)=O